FC1=CC=C2C(CCOC2=C1)C1CN(C1)CC=1C=C2CN(C(C2=CC1)=O)C1C(NC(CC1)=O)=O 3-(5-((3-(7-fluorochroman-4-yl)azetidin-1-yl)methyl)-1-oxoisoindolin-2-yl)piperidine-2,6-dione